C1(CCC1)C1=CNC=2N=CN=C(C21)N2C[C@H](N(C[C@@H]2C)C(=O)OC(C)(C)C)C tert-butyl (2R,5S)-4-(5-cyclobutyl-7H-pyrrolo[2,3-d]pyrimidin-4-yl)-2,5-dimethylpiperazine-1-carboxylate